(S)-3-cyclopropyl-N-((S)-2-(dimethylamino)-3-(4-hydroxyphenyl)propyl)-3-(pyridin-3-yl)propanamide C1(CC1)[C@H](CC(=O)NC[C@H](CC1=CC=C(C=C1)O)N(C)C)C=1C=NC=CC1